N1N=CC2=CC=C(C=C12)C=1N=C(C=2N(C1)N=CN2)NC2=CC(=C(C(=C2)OC)OC)OC 6-(1H-indazol-6-yl)-N-(3,4,5-trimethoxyphenyl)-[1,2,4]Triazolo[1,5-a]Pyrazin-8-amine